3-Chloro-4-((3,5-difluoropyridin-2-yl)methoxy)-3'-fluoro-2'-(3-(2-hydroxypropan-2-yl)phenyl)-5',6-dimethyl-2H-[1,4'-bipyridin]-2-one ClC=1C(N(C(=CC1OCC1=NC=C(C=C1F)F)C)C1=C(C(=NC=C1C)C1=CC(=CC=C1)C(C)(C)O)F)=O